3-(5-((4-(4-((5-chloro-4-((2-(dimethylphosphoryl)phenyl)amino)pyrimidin-2-yl)amino)-3-methoxyphenyl)piperazin-1-yl)methyl)-1-oxoisoindolin-2-yl)piperidine-2,6-dione ClC=1C(=NC(=NC1)NC1=C(C=C(C=C1)N1CCN(CC1)CC=1C=C2CN(C(C2=CC1)=O)C1C(NC(CC1)=O)=O)OC)NC1=C(C=CC=C1)P(=O)(C)C